methyl (2S,4S)-2-methylpiperidine-4-carboxylate C[C@@H]1NCC[C@@H](C1)C(=O)OC